C(C)OC(=C)C1=CC=C(C=C1)C1=NN=NN1C 5-(4-(1-ethoxyvinyl)phenyl)-1-methyl-1H-tetrazole